N-{4-[4-amino-2-(2-methoxyethyl)-1H-imidazo[4,5-c]quinolin-1-yl]butyl}-N-(1,1-dioxothietan-3-yl)acetamide NC1=NC=2C=CC=CC2C2=C1N=C(N2CCCCN(C(C)=O)C2CS(C2)(=O)=O)CCOC